Cl.C(C)(C)(C)C1=CC=C(C=C1)C1=NC2=C(N1COC(=O)C1=CC=C(C=C1)CN)C=CC=C2 (4-(((2-(4-(tert-butyl)phenyl)-1H-benzo[d]imidazol-1-yl)methoxy)carbonyl)-phenyl)methylamine hydrochloride